N[C@@H](CC(=O)O)C(=O)O.N[C@@H](CCCNC(N)=N)C(=O)O Arginine aspartate salt